C(C)OC(=O)C1=NC=CC=C1 Pyridine-2-carboxylic acid Ethyl ester